C(#N)C1=C(C2=C(CN(C[C@H]2C2=C(C(=CC=C2)F)C=2C(=NN(C2)C)C(F)(F)F)C(/C=C/CN(C(OC(C)(C)C)=O)C)=O)S1)C tert-butyl (S,E)-(4-(2-cyano-4-(3-fluoro-2-(1-methyl-3-(trifluoromethyl)-1H-pyrazol-4-yl)phenyl)-3-methyl-4,7-dihydrothieno[2,3-c]pyridin-6(5H)-yl)-4-oxobut-2-en-1-yl)(methyl)carbamate